Tert-butyl 4-(6-(difluoromethoxy)pyridin-3-yl)piperazine-1-carboxylate FC(OC1=CC=C(C=N1)N1CCN(CC1)C(=O)OC(C)(C)C)F